C1(CC1)N1C(=NN=C1)C1=CC=CC(=N1)C(=O)O 6-(4-cyclopropyl-4H-1,2,4-triazole-3-yl)picolinic acid